C=1(C(=C(C(=CC1)N)C)N)C meta-Xylendiamin